{1-[1-(3-fluoro-4-isoquinolin-6-ylbenzoyl)piperidin-4-yl]-3-[4-(7H-pyrrolo[2,3-d]pyrimidin-4-yl)-1H-pyrazol-1-yl]azetidin-3-yl}acetonitrile FC=1C=C(C(=O)N2CCC(CC2)N2CC(C2)(N2N=CC(=C2)C=2C3=C(N=CN2)NC=C3)CC#N)C=CC1C=1C=C3C=CN=CC3=CC1